4-methyl-5-benzyloxy-3-(N,N-dimethylaminoethyl)indole CC1=C2C(=CNC2=CC=C1OCC1=CC=CC=C1)CCN(C)C